Tert-butyl N-ethyl-N-{1-[8-({8-fluoro-2-methylimidazo[1,2-a]pyridin-6-yl} carbamoyl)cinnolin-5-yl]piperidin-4-yl}carbamate C(C)N(C(OC(C)(C)C)=O)C1CCN(CC1)C1=C2C=CN=NC2=C(C=C1)C(NC=1C=C(C=2N(C1)C=C(N2)C)F)=O